1-Heptyl-1-ethylpiperidinium acetate C(C)(=O)[O-].C(CCCCCC)[N+]1(CCCCC1)CC